CN(CCSSCCCCNC(OC(C)(C)C)=O)C tert-butyl (4-((2-(dimethylamino)ethyl)disulfanyl)butyl)carbamate